dimethyl ((1s,4s)-4-(8-((2-cyclopropyl-5-ethoxy-4'-fluoro-[1,1'-biphenyl]-4-yl)methyl)-2-oxo-1-oxa-3,8-diazaspiro[4.5]decan-3-yl)cyclohexyl)phosphonate C1(CC1)C1=C(C=C(C(=C1)CN1CCC2(CN(C(O2)=O)C2CCC(CC2)P(OC)(OC)=O)CC1)OCC)C1=CC=C(C=C1)F